1-(3,4-dimethylphenyl)-5-oxopyrrolidine CC=1C=C(C=CC1C)N1CCCC1=O